(2S)-2-[(2S,3S)-2-[(2S)-2-acetamido-3-(4-hydroxyphenyl)propanamido]-3-methylpentanamido]-5,5-dimethylhexanoic acid C(C)(=O)N[C@H](C(=O)N[C@H](C(=O)N[C@H](C(=O)O)CCC(C)(C)C)[C@H](CC)C)CC1=CC=C(C=C1)O